bromo-1-((2-(trimethylsilyl)ethoxy)methyl)-1H-benzo[d]imidazole BrC1=NC2=C(N1COCC[Si](C)(C)C)C=CC=C2